2-(5-(3,5-dichloro-4-fluorophenyl)-5-(trifluoromethyl)-4,5-dihydroisoxazol-3-yl)-N-(2-(methylthio)ethyl)-2,3-dihydro-1H-pyrrolo[3,4-c]pyridine-6-carboxamide ClC=1C=C(C=C(C1F)Cl)C1(CC(=NO1)N1CC=2C=NC(=CC2C1)C(=O)NCCSC)C(F)(F)F